C(C)OC(=O)C1(CCN(CC1)C(=O)OC(C)(C)C)C(F)F 4-(difluoromethyl)piperidine-1,4-dicarboxylic acid 1-tert-butyl 4-ethyl ester